FC1=C(C=CC(=C1)F)C1C2C(N3C1=C(C=1C=CC=CC31)C)(C3=CC=CC=C3C2=O)C=2NC3=CC=CC=C3C2C 11-(2,4-difluorophenyl)-10-methyl-4b-(3-methyl-1H-indol-2-yl)-11,11a-dihydroindeno[2',1':4,5]pyrrolo[1,2-a]indol-12(4bH)-one